3,4-DIFLUORO-5-(METHOXYCARBONYL)PHENYLBORONIC ACID FC=1C=C(C=C(C1F)C(=O)OC)B(O)O